5,6,7,8-TETRAHYDROPYRIDO[4',3':4,5]THIENO[2,3-d]PYRIMIDIN-4(3H)-ONE N1=CNC(C2=C1SC1=C2CCNC1)=O